N[C@@H](CCCCNC([C@H]1[C@H](C)CC=N1)=O)C(=O)O E-Pyrrolysine